tert-butyl N-[(3R)-4,4-dimethylpyrrolidin-3-yl]carbamate hydrochloride Cl.CC1([C@H](CNC1)NC(OC(C)(C)C)=O)C